2-((3',5'-di-tert-butyl)-1,1'-biphenyl-3-yl)-4,6-diphenyl-1,3,5-triazine C(C)(C)(C)C=1C=C(C=C(C1)C(C)(C)C)C1=CC(=CC=C1)C1=NC(=NC(=N1)C1=CC=CC=C1)C1=CC=CC=C1